2-hydroxy-methyl-2-hydroxy-phenyl-benzotriazole ON1N=C2C(=N1)C=CC(=C2C2=C(C=CC=C2)O)C